1-(tert-butyl) 2,3-Dimethyl (2S,3S)-piperazine-1,2,3-tricarboxylate N1([C@@H]([C@H](NCC1)C(=O)OC)C(=O)OC)C(=O)OC(C)(C)C